NC1=C(N=C2N1C=CC=C2C2=C(C(=CC=C2F)C)OC)C(=O)NCCC 3-Amino-8-(6-fluoro-2-methoxy-3-methylphenyl)-N-propylimidazo[1,2-a]pyridine-2-carboxamide